ClC1=C2COC(C2=CC(=C1I)Cl)=O 4,6-dichloro-5-iodo-3H-isobenzofuran-1-one